prop-2-enylbenzene C(C=C)C1=CC=CC=C1